C(=CCCC)C1=C(C(=O)O)C=CC=C1 (pent-1-en-1-yl)benzoic acid